O1C=CC2=NC(=CC=C21)C(=O)N furo[3,2-b]-pyridine-5-carboxamide